C(C1=CC=CC=C1)[C@@H]1OC2=C([C@H]1C(=O)O)C=C(C=C2)C=O (2S,3R)-2-BENZYL-5-FORMYL-2,3-DIHYDROBENZOFURAN-3-CARBOXYLIC ACID